5-pentanesulfonate CCCCCS(=O)(=O)[O-]